C(#N)CC1CC(C1)(C1=NN=CN1C)C=1C=C(C=CC1)NC(=O)C1=CC(=C2C(=N1)C=CN2)CNCC2CCC(CC2)(F)F N-(3-((1s,3s)-3-(cyanomethyl)-1-(4-methyl-4H-1,2,4-triazol-3-yl)cyclobutyl)phenyl)-7-((((4,4-difluorocyclohexyl)methyl)amino)methyl)-1H-pyrrolo[3,2-b]pyridine-5-carboxamide